1-(2-(3,6-diazabicyclo[3.1.1]heptan-3-yl)-7-(thiazol-2-yl)benzo[d]oxazol-5-yl)-2,2,2-trifluoroethane-1,1-diol C12CN(CC(N1)C2)C=2OC1=C(N2)C=C(C=C1C=1SC=CN1)C(C(F)(F)F)(O)O